CC1=C(C=CC(=C1)[N+](=O)[O-])C=1CN(CC1)C(=O)OC(C)(C)C tert-butyl 3-(2-methyl-4-nitrophenyl)-2,5-dihydro-1H-pyrrole-1-carboxylate